[NH4+].C(CCCCCCCCCCCCCCC(=O)O)(=O)O hexadecanedioic acid ammonium